C1N(CCC2=CC=CC=C12)C(=O)OC methyl 3,4-dihydroisoquinoline-2(1H)-carboxylate